tert-Butyl (2S,3R)-2-({3-[(6-{[(tert-butoxycarbonyl)amino]methyl}-3-methylpyridin-2-yl)oxy]-2-fluorophenyl}methyl)-4,4-difluoro-3-[(methanesulfonyl)amino]pyrrolidine-1-carboxylate C(C)(C)(C)OC(=O)NCC1=CC=C(C(=N1)OC=1C(=C(C=CC1)C[C@@H]1N(CC([C@@H]1NS(=O)(=O)C)(F)F)C(=O)OC(C)(C)C)F)C